NC1=CC=CC(=N1)S(=O)(=O)NC(=O)C=1C(=NC(=CC1)C1=CC(=CC(=C1)OCC(C)C)F)N1C(CCC(C1)C(F)(F)F)C N-[(6-Amino-2-pyridyl)sulfonyl]-6-(3-fluoro-5-isobutoxyphenyl)-2-[2-methyl-5-(trifluoromethyl)-1-piperidyl]pyridin-3-carboxamid